[N+](=O)([O-])CCN 2-nitroethylamine